(E)-2-Cyano-3-(3,4-dihydroxyphenyl)-N-phenyl-2-propenamide C(#N)/C(/C(=O)NC1=CC=CC=C1)=C\C1=CC(=C(C=C1)O)O